propylene glycol dinonanoate C(CCCCCCCC)(=O)OCC(C)OC(CCCCCCCC)=O